N-[2-(1-benzylpiperidin-4-yl)ethyl]-2-(2,5-difluorophenyl)-7-methylpyrazolo[1,5-a]pyrimidine-6-carboxamide C(C1=CC=CC=C1)N1CCC(CC1)CCNC(=O)C=1C=NC=2N(C1C)N=C(C2)C2=C(C=CC(=C2)F)F